1-bromo-2-fluoro-5,6,7,8,9,10-hexahydrocyclohepta[b]indole-4-carboxylic acid BrC1=C2C3=C(NC2=C(C=C1F)C(=O)O)CCCCC3